F[C@@H]1CN(CC[C@@H]1O)C1=NC=CC(=N1)NC=1N=CC2=C(C=CC(=C2C1)C(C)C)N1[C@@H]([C@H](C1)C[S@](=O)C)C (3R,4S)-3-fluoro-1-(4-((5-isopropyl-8-((2R,3S)-2-methyl-3-(((R)-methylsulfinyl)methyl)azetidin-1-yl)isoquinoline-3-yl)amino)pyrimidin-2-yl)piperidin-4-ol